CC(C([2H])([2H])C1=CC(=C(C(=C1)[2H])C1=C(C(=NC=C1C([2H])([2H])[2H])C1=CC=CC=C1)[2H])[2H])(C)C 4-(4-(2,2-dimethylpropyl-1,1-d2)phenyl-2,6-d2)-5-(methyl-d3)-2-phenylpyridine-3-d